NCC1=CC(=CC(=C1)CN)CN 1,3,5-tris-(aminomethyl)-benzene